C(C)(C)(C)OC(=O)N1CC(C(CC1)OCC(C)O)F 3-fluoro-4-(2-hydroxypropoxy)piperidine-1-carboxylic acid tert-butyl ester